(2-octyloxyphenyl)-5-chloro-benzotriazole C(CCCCCCC)OC1=C(C=CC=C1)C1=C(C=CC=2NN=NC21)Cl